C(C)OB1OC(C2=NC(=CC=C21)NC2=NC=C(C(=N2)N[C@H](CO)C2=CC=CC=C2)C2=NC(=NO2)C2=CC(=CC=C2)F)(C)C (S)-2-((2-((1-ethoxy-3,3-dimethyl-1,3-dihydro-[1,2]oxaborolo[4,3-b]pyridin-5-yl)amino)-5-(3-(3-fluorophenyl)-1,2,4-oxadiazol-5-yl)pyrimidin-4-yl)amino)-2-phenylethan-1-ol